Lithium aluminium Hydride [Li+].[AlH4-]